(S)-N-(1-(2-benzhydryl-2-methylhydrazineyl)-1-oxopropan-2-yl)-3-hydroxy-4-methoxypicolinamide C(C1=CC=CC=C1)(C1=CC=CC=C1)N(NC([C@H](C)NC(C1=NC=CC(=C1O)OC)=O)=O)C